C(C)OP(=O)(OCC)C(C1=CC(=CC=C1)[N+](=O)[O-])F 1-[diethoxyphosphoryl(fluoro)methyl]-3-nitro-benzene